ClC(C(O)=N)(Cl)Cl.O=C[C@H](O)[C@@H](O)[C@H](O)[C@H](O)CO D-glucose trichloroacetimidate